C1=CC=C(C=C1)CN(C(=O)O)N aza-phenylalanine